Ethyl 3-cyclopropyl-2-oxopropionate C1(CC1)CC(C(=O)OCC)=O